BrC=1C(=C(C=2N(C1)C=C(N2)C)F)OCC 6-bromo-7-ethoxy-8-fluoro-2-methyl-imidazo-[1,2-a]pyridine